hydroxypropyl-tetrahydro-pyrantriol OCCCC1(OCCC(C1O)O)O